C(C)(C)(C)OC(CC[C@@H](C(=O)N)N1C(C2=CC=CC(=C2C1)OCC1=CC=C(C=C1)CCl)=O)=O (S)-5-amino-4-(4-((4-(chloromethyl)benzyl)oxy)-1-oxoisoindolin-2-yl)-5-oxopentanoic acid tert-butyl ester